CC(C(=O)OCN1N=NC(=C1)CCC(C(=O)OCC)(C(=O)OCC)F)(C)C Diethyl 2-[2-[1-(2,2-dimethylpropanoyloxymethyl)triazol-4-yl]ethyl]-2-fluoro-propanedioate